ClC1=C(C=CC=C1)[C@@H](C)N(C(O)=O)C=1C(=NN(C1)C)C1=CC=C(C=C1)N.C(C#C)OC1OCCN1 2-(prop-2-yn-1-yloxy)oxazolidine (R)-1-(2-chlorophenyl)ethyl-(3-(4-aminophenyl)-1-methyl-1H-pyrazol-4-yl)carbamate